(S)-N-(5-chloro-4-(5,5-dimethyl-5,6-dihydro-4H-pyrrolo[1,2-b]pyrazol-3-yl)pyridin-2-yl)-2-(pyridin-3-yl)propionamide ClC=1C(=CC(=NC1)NC([C@@H](C)C=1C=NC=CC1)=O)C1=C2N(N=C1)CC(C2)(C)C